NC(C(=O)O)CC(CCC(=O)O)N 2,4-diaminopimelic acid